CC=1C=C(CNC2=CC=CC=C2)C=CC1 N-(m-methylbenzyl)aniline